hydroxyphenoxyethyleneglycol OC(CO)(OC1=CC=CC=C1)O